(2S)-1-(tert-butoxycarbonyl)-4,4-difluoropyrrolidine-2-carboxylic acid C(C)(C)(C)OC(=O)N1[C@@H](CC(C1)(F)F)C(=O)O